2-(2H-benzotriazol-2-yl)-4-tert-butylphenol N=1N(N=C2C1C=CC=C2)C2=C(C=CC(=C2)C(C)(C)C)O